2-amino-1-cyclobutylmethyl-1H-indole-6-carbonitrile NC=1N(C2=CC(=CC=C2C1)C#N)CC1CCC1